CC1=NN(C(=C1)C)C1=NC(=CC=C1C(C)O)N1C=NC2=C1C=CC(=C2)NC=2N=NC(=CC2)C 1-[2-(3,5-dimethylpyrazol-1-yl)-6-[5-[(6-methylpyridazin-3-yl)amino]benzimidazol-1-yl]-3-pyridinyl]ethanol